C(C)(C)(C)OC(=O)N1C[C@@H](N(CC1)C=1C=C2CN3[C@@H](C2=CC1)CN(C[C@H]3C)C3=C1C=CC=NC1=C(C=C3)C#N)CO (3R)-4-[(4R,10bS)-2-(8-cyano-5-quinolinyl)-4-methyl-3,4,6,10b-tetrahydro-1H-pyrazino[2,1-a]isoindol-8-yl]-3-(hydroxymethyl)piperazine-1-carboxylic acid tert-butyl ester